C(C=C)(=O)N1[C@H]([C@@H](OCC1)C1=CC(=NC(=C1)Cl)C1=CC(=NC=N1)C(=O)NC)C 6-(4-((2S,3S)-4-acryloyl-3-methylmorpholin-2-yl)-6-chloropyridin-2-yl)-N-methylpyrimidine-4-carboxamide